7-(Furan-2-yl)-6-methyl-8-oxo-1,3,4,8-tetrahydropyrido[2,1-c][1,4]oxazine-9-carboxylic acid O1C(=CC=C1)C=1C(C(=C2COCCN2C1C)C(=O)O)=O